tert-butyl 3-(5-((5-(3-cyclopropyl-1-(2,4-dioxo-3,4-dihydropyrimidin-1(2H)-yl)propyl)-2-fluorophenyl)carbamoyl)-3-(trifluoromethyl)-1H-pyrazol-1-yl)benzylcarbamate C1(CC1)CCC(N1C(NC(C=C1)=O)=O)C=1C=CC(=C(C1)NC(=O)C1=CC(=NN1C=1C=C(CNC(OC(C)(C)C)=O)C=CC1)C(F)(F)F)F